N-(2,4-dichloro-6-(hydroxymeth-yl)benzyl)-5-fluoro-8-oxo-5,6,7,8-tetrahydroquinoline-5-carboxamide ClC1=C(CNC(=O)C2(C=3C=CC=NC3C(CC2)=O)F)C(=CC(=C1)Cl)CO